(1-(6-(1-methyl-1H-pyrazol-4-yl)pyrazolo[1,5-a]pyrazin-4-yl)azepan-4-yl)methanamine dihydrochloride Cl.Cl.CN1N=CC(=C1)C=1N=C(C=2N(C1)N=CC2)N2CCC(CCC2)CN